2-[4-[[3-(2,4-dimethyl-1,3-thiazol-5-yl)-6-oxopyridazin-1-yl]methyl]piperidin-1-yl]pyridine-3-carbonitrile CC=1SC(=C(N1)C)C1=NN(C(C=C1)=O)CC1CCN(CC1)C1=NC=CC=C1C#N